N4-([1,1':3',1''-Terphenyl]-2'-yl-2,2'',3,3'',4,4'',5,5'',6,6''-d10)dibenzo[b,d]furan-3,4-diamine C1(=C(C(=C(C(=C1[2H])[2H])[2H])[2H])[2H])C1=C(C(=CC=C1)C1=C(C(=C(C(=C1[2H])[2H])[2H])[2H])[2H])NC1=C(C=CC2=C1OC1=C2C=CC=C1)N